4-(chloromethyl)-2-methylpyrimidine ClCC1=NC(=NC=C1)C